decane methacrylate C(C(=C)C)(=O)O.CCCCCCCCCC